α,α-difluoro-3-(1,1,2,2,2-pentafluoroethyl)-benzeneacetic acid FC(C(=O)O)(C1=CC(=CC=C1)C(C(F)(F)F)(F)F)F